1-Methyl-3-[5-(4-methyl-piperazin-1-yl)-pyridin-2-ylamino]-5-(4,4,5,5-tetramethyl-[1,3,2]dioxaborolan-2-yl)-1H-pyridin-2-one CN1C(C(=CC(=C1)B1OC(C(O1)(C)C)(C)C)NC1=NC=C(C=C1)N1CCN(CC1)C)=O